CC=1N=CSC1CCSC#N 4-methyl-5-(2-thiocyanatoethyl)thiazole